2-(3-chlorophenyl)-2,2-difluoro-1-phenylethyl ((2S)-1-(((S)-1-hydroxy-3-((S)-2-oxopyrrolidin-3-yl)propan-2-yl)amino)-4-methyl-1-oxohexan-2-yl)carbamate OC[C@H](C[C@H]1C(NCC1)=O)NC([C@H](CC(CC)C)NC(OC(C(F)(F)C1=CC(=CC=C1)Cl)C1=CC=CC=C1)=O)=O